4-(((Z)-3-(4-chlorophenyl)-4-oxo-5-((Z)-2-oxoindoline-3-ylidene)thiazolidin-2-ylidene)amino)benzenesulphonamide ClC1=CC=C(C=C1)N1/C(/S\C(\C1=O)=C\1/C(NC2=CC=CC=C12)=O)=N/C1=CC=C(C=C1)S(=O)(=O)N